2-[(2-methylpropan-2-yl)oxymethyl]oxirane CC(C)(C)OCC1OC1